tert-butyl 3-bromo-2-(4-fluoro-3,5-dimethyl-phenyl)-6,7-dihydro-4H-pyrazolo[1,5-a]pyrazine-5-carboxylate BrC=1C(=NN2C1CN(CC2)C(=O)OC(C)(C)C)C2=CC(=C(C(=C2)C)F)C